NC1=C(C=CC2=CC=CC=C12)N=NC=1C=NC(=CC1)C1=CC=C(C=C1)C(F)(F)F 4-amino-3-[6-(4-trifluoromethylphenyl)pyridine-3-ylazo]naphthalene